N-tertiary butyl-2-benzothiazolesulfenamide C(C)(C)(C)NSC=1SC2=C(N1)C=CC=C2